3-[3-(2,2,2-trifluoro-ethoxy)-benzyl]Urea FC(COC=1C=C(CNC(N)=O)C=CC1)(F)F